CC1=C(C=C(C=C1)C1=NC(=NS1)C)NCC(=O)C1=CNC2=NC=CC=C21 2-((2-methyl-5-(3-methyl-1,2,4-thiadiazol-5-yl)phenyl)amino)-1-(1H-pyrrolo[2,3-b]pyridin-3-yl)ethan-1-one